2-bromo-5-iodobicyclo[4.2.0]octa-1(6),2,4-triene BrC=1C=2CCC2C(=CC1)I